(R)-N-(5-(1H-pyrazolo[4,3-b]pyridin-7-yl)pyridin-2-yl)-1-cyano-3-fluoropiperidine-3-carboxamide N1N=CC2=NC=CC(=C21)C=2C=CC(=NC2)NC(=O)[C@@]2(CN(CCC2)C#N)F